[N+](=O)([O-])C=1C(=C(C=CC1)S(=O)(=O)N)NC1CN(C1)C1COCC1 3-nitro(1-(tetrahydrofuran-3-yl)azetidin-3-ylamino)benzenesulfonamide